6-[But-3-enyl(methyl)amino]-3-nitro-5-(trifluoromethyl)pyridine-2-carbohydrazide C(CC=C)N(C1=C(C=C(C(=N1)C(=O)NN)[N+](=O)[O-])C(F)(F)F)C